N-(4-(((R)-1-hydroxy-4-methylpentan-2-yl)amino)-6-((R*)-2-(2-methoxypyridin-3-yl)propyl)-1,3,5-triazin-2-yl)methanesulfonamide OC[C@@H](CC(C)C)NC1=NC(=NC(=N1)C[C@@H](C)C=1C(=NC=CC1)OC)NS(=O)(=O)C |o1:15|